oxohexanediamide O=C(C(=O)N)CCCC(=O)N